N-(3-(4-methyl-1H-imidazol-1-yl)-5-(trifluoromethyl)phenyl)indoline-6-carboxamide CC=1N=CN(C1)C=1C=C(C=C(C1)C(F)(F)F)NC(=O)C1=CC=C2CCNC2=C1